C(C)(=O)C1=C(C=C(C=C1)N1C=NC=2C1=NC=C(C2)NC=2N=NC(=CC2)C)N2N=C(C=C2C)C#N 1-[2-acetyl-5-[6-[(6-methylpyridazin-3-yl)amino]imidazo[4,5-b]pyridin-3-yl]phenyl]-5-methyl-pyrazole-3-carbonitrile